ClC=1C=C(C=2C(=CNC2C1Cl)C=1C=NNC1)N 6,7-dichloro-3-(1H-pyrazol-4-yl)-1H-indol-4-amine